O1CCC(CC1)C1=C(C=CC=C1)C1=NC=CC2=CC=CC=C12 1-(2-(tetrahydro-2H-pyran-4-yl)phenyl)isoquinoline